ClC=1C=CC=C2C(C=C(OC12)C1=C(O[C@@H]2C[C@H](C2)C(=O)NS(=O)(=O)C)C=C(C=C1)C(F)(F)F)=O Trans-3-[2-(8-chloro-4-oxo-chromen-2-yl)-5-(trifluoromethyl)phenoxy]-N-methylsulfonyl-cyclobutanecarboxamide